4-chloro-5-(2-(4-(3-hydroxy-4-(3-(pyridin-2-ylethynyl)phenyl)butyl)-2-oxo-1,3,4-thiadiazin-3-yl)ethyl)thiophene-2-carboxylic acid ClC=1C=C(SC1CCN1C(SC=CN1CCC(CC1=CC(=CC=C1)C#CC1=NC=CC=C1)O)=O)C(=O)O